O=S1(C[C@@H](C=C1)NC(=O)C=1C(NC2=CC(=CC=C2C1)SC)=O)=O (R)-N-(1,1-Dioxido-2,3-dihydrothiophen-3-yl)-7-(methylthio)-2-oxo-1,2-dihydroquinoline-3-carboxamide